N-[(3R)-1-[4-[[(1R)-1-[3-(1,1-difluoroethyl)-2-fluorophenyl]ethyl]amino]-2-methyl-pyrido[3,4-d]pyrimidin-6-yl]pyrrolidin-3-yl]acetamide FC(C)(F)C=1C(=C(C=CC1)[C@@H](C)NC=1C2=C(N=C(N1)C)C=NC(=C2)N2C[C@@H](CC2)NC(C)=O)F